FC1=C(C=CC2=C1OC(N(C21COC1)CC1=C(C(=CC=C1)NS(NC)(=O)=O)F)=O)OC1=NC=CC=N1 8-fluoro-3-({2-fluoro-3-[(methylsulfamoyl)amino]phenyl}methyl)-7-(pyrimidin-2-yloxy)-2,3-dihydrospiro[1,3-benzoxazine-4,3'-oxetan]-2-one